(1r,4r)-4-hydroxy-4-(trifluoromethyl)cyclohexane-1-carboxylic acid OC1(CCC(CC1)C(=O)O)C(F)(F)F